N-(7-(4,4-difluoropiperidin-1-yl)-2,3-dihydrobenzofuran-5-yl)-4-(ethylsulfonamido)-2-(6-methyl-3-azabicyclo[4.1.0]heptane-3-yl)benzamide FC1(CCN(CC1)C1=CC(=CC=2CCOC21)NC(C2=C(C=C(C=C2)NS(=O)(=O)CC)N2CC1CC1(CC2)C)=O)F